4-(4-methoxy-3-methyl-3H-thieno[3,2-e]indazol-7-yl)-4-oxobutanoic acid COC1=CC2=C(C=3C=NN(C13)C)C=C(S2)C(CCC(=O)O)=O